FC1=C(C=CC=C1)NC1=NC=NC2=CC3=C(C=C12)OCCO3 N-(2-fluorophenyl)-7,8-dihydro[1,4]dioxino[2,3-g]quinazolin-4-amine